N-(4-(2,4-dioxotetrahydropyrimidin-1(2H)-yl)pyridin-2-yl)acetamide hydrochloride Cl.O=C1N(CCC(N1)=O)C1=CC(=NC=C1)NC(C)=O